C(#N)C(C(=O)[O-])=CC1=CC(=C(C=C1)OC)OC 2-cyano-3-(3,4-dimethoxyphenyl)acrylate